1,2,3,4-butanetetracarboxylic acid tetrakis[4-(2-ethylhexyl)cyclohexylamide] C(C)C(CC1CCC(CC1)NC(=O)CC(C(CC(=O)NC1CCC(CC1)CC(CCCC)CC)C(=O)NC1CCC(CC1)CC(CCCC)CC)C(=O)NC1CCC(CC1)CC(CCCC)CC)CCCC